ClC=1C=C(C=C2C(C=C(OC12)C1=C(OCCC(=O)O)C=C(C=C1)C(F)(F)F)=O)OC 3-[2-(8-chloro-6-methoxy-4-oxo-chromen-2-yl)-5-(trifluoromethyl)phenoxy]propanoic acid